N[C@@H](C(=O)OC1CC1)CNC(C1=CC(=CC(=C1)F)C1=C(C=NN1CC)Cl)=O (R)-cyclopropyl 2-amino-3-(3-(4-chloro-1-ethyl-1H-pyrazol-5-yl)-5-fluorobenzamido)propanoate